N1(CCCC1)CC1=NOC=N1 (pyrrolidin-1-ylmethyl)-1,2,4-oxadiazol